(S)-methyl 2-((2,4-dioxopiperidin-1-yl) methyl)-1-(oxetan-2-ylmethyl)-1H-benzo[d]imidazole-6-carboxylate O=C1N(CCC(C1)=O)CC1=NC2=C(N1C[C@H]1OCC1)C=C(C=C2)C(=O)OC